FC(C=1C(=C(C=CC1)[C@@H](C)NC1=CN=NC2=CC(=C(C=C12)C1(CCN(CC1)C(C)=O)O)OC)F)F (R)-1-(4-(4-((1-(3-(difluoromethyl)-2-fluorophenyl)ethyl)amino)-7-methoxycinnolin-6-yl)-4-hydroxypiperidin-1-yl)ethan-1-one